CN1C(CN(CC1)C=1C=C(COC2=CC=C(C=C2)C=2N=CN(C2)C(=O)NCC2CN(CC2)C2=CC=CC=C2)C=CC1)=O 4-(4-(3-(4-methyl-3-oxopiperazin-1-yl)benzyloxy)phenyl)-N-((1-phenylpyrrolidin-3-yl)methyl)-1H-imidazole-1-carboxamide